CC12CC3(CC(CC(C1)(C3)C)(C2)C2=CC=CC=C2)C(=O)O 3,5-dimethyl-7-phenyladamantane-1-carboxylic acid